FC(C(=O)O)(F)F.N1(CCNCC1)C1=C2CCN(C2=CC=C1)C(=O)OCC1=CC=CC=C1 Benzyl 4-(piperazin-1-yl)-2,3-dihydroindole-1-carboxylate trifluoroacetate